N-(3-(((2-((4-(4-(2-(2,6-dioxopiperidin-3-yl)benzyl)piperazin-1-yl)phenyl)amino)-5-(trifluoromethyl)pyrimidin-4-yl)amino)methyl)phenyl)-N-methylmethanesulfonamide O=C1NC(CCC1C1=C(CN2CCN(CC2)C2=CC=C(C=C2)NC2=NC=C(C(=N2)NCC=2C=C(C=CC2)N(S(=O)(=O)C)C)C(F)(F)F)C=CC=C1)=O